trans-N-Boc-1,4-cyclohexandiamine C(=O)(OC(C)(C)C)N[C@@H]1CC[C@H](CC1)N